((3aR,4R,6R,6aR)-6-(4-aminopyrrolo[2,1-f][1,2,4]triazin-7-yl)-6-cyano-2,2-dimethyltetrahydrofuro[3,4-d][1,3]dioxol-4-yl)methyl acetate C(C)(=O)OC[C@H]1O[C@@]([C@@H]2OC(O[C@@H]21)(C)C)(C#N)C2=CC=C1C(=NC=NN12)N